7-(2,6-difluorophenyl)-5-[[5-(4-hydroxy-1-piperidyl)-2-pyridyl]amino]-3H-pyrido[2,3-d]pyrimidin-4-one FC1=C(C(=CC=C1)F)C=1C=C(C2=C(N=CNC2=O)N1)NC1=NC=C(C=C1)N1CCC(CC1)O